4,4'-{1-{4-[1-(4-hydroxyphenyl)-1-methylethyl]phenyl}ethylidene}bisphenol OC1=CC=C(C=C1)C(C)(C)C1=CC=C(C=C1)C(C)(C1=CC=C(C=C1)O)C1=CC=C(C=C1)O